ClC1=C(C(=C(C=C1)S(=O)(=O)N[C@@H]([C@H](C)C1=C(C(=CC=C1F)C)C)C=1OC(NN1)=O)OC)C(C)O 4-chloro-N-((1S,2R)-2-(6-fluoro-2,3-dimethylphenyl)-1-(5-oxo-4,5-dihydro-1,3,4-oxadiazol-2-yl)propyl)-3-(1-hydroxyethyl)-2-methoxybenzenesulfonamide